BrC1=C2C=CC(=NC2=CC(=C1)CN(C(=O)C=1C=NC=CC1)C=1C(=NC=CC1)S(=O)(=O)C)Cl N-[(5-bromo-2-chloroquinolin-7-yl)methyl]-N-(2-methanesulfonylpyridin-3-yl)pyridine-3-carboxamide